{[5-iodo-6-(trifluoromethyl)pyridin-3-yl]methyl}({2-[(9R)-9-(pyridin-2-yl)-6-oxaspiro[4.5]decan-9-yl]ethyl})amine IC=1C=C(C=NC1C(F)(F)F)CNCC[C@]1(CCOC2(CCCC2)C1)C1=NC=CC=C1